3,3'-[(8-benzyl-1,4,8-triazacycloundecane-1,4-diyl)bis(methylene)]bis[N-(1,3-dihydroxypropan-2-yl)-2-hydroxy-5-methylbenzamide] C(C1=CC=CC=C1)N1CCCN(CCN(CCC1)CC=1C(=C(C(=O)NC(CO)CO)C=C(C1)C)O)CC=1C(=C(C(=O)NC(CO)CO)C=C(C1)C)O